1-((4-(6,7-dimethoxy-3-((4-methoxyphenyl)sulfonyl)quinolin-4-yl)-1,4-diazepan-1-yl)methyl)cyclopentan-1-ol COC=1C=C2C(=C(C=NC2=CC1OC)S(=O)(=O)C1=CC=C(C=C1)OC)N1CCN(CCC1)CC1(CCCC1)O